CN(C1=CC=C(C=C1)CN1CCC(CC1)CCNC(=O)N1[C@@H](CN(C[C@@H]1C)C=1C=NC(=NC1)C(F)(F)F)C)C (2R,6S)-N-[2-(1-{[4-(dimethylamino)phenyl]methyl}piperidin-4-yl)ethyl]-2,6-dimethyl-4-[2-(trifluoromethyl)pyrimidin-5-yl]piperazine-1-carboxamide